2,2,4,4-tetramethylpentanoic acid CC(C(=O)O)(CC(C)(C)C)C